(benzyloxy)-2-(difluoromethyl)-N-(1-methyl-1H-pyrazol-3-yl)-1-benzothiophene-3-carboxamide C(C1=CC=CC=C1)OC1=CC=CC2=C1C(=C(S2)C(F)F)C(=O)NC2=NN(C=C2)C